N-cyclohexyl-5-(3-(4-fluorophenyl)prop-1-yn-1-yl)-1H-pyrrolo[2,3-b]pyridin-4-amine C1(CCCCC1)NC=1C2=C(N=CC1C#CCC1=CC=C(C=C1)F)NC=C2